3-amino-2-methyl-1-butanol NC(C(CO)C)C